[I-].C1(CCCCC1)C(=O)OC([N+]1(CCC=C(C1)C1=NSN=C1OCCCCCC)C)C1=CC=CC=C1 1-(((Cyclohexanecarbonyl)oxy)(phenyl)methyl)-5-(4-(hexyloxy)-1,2,5-thiadiazol-3-yl)-1-methyl-1,2,3,6-tetrahydropyridin-1-ium iodide